(3-bromo-4-fluorophenyl)methanamine BrC=1C=C(C=CC1F)CN